C(C)(C)(C)N1N=C(C(=C1C)O)C1=CC=C(C=C1)C(C)(C)C 1-(tert-butyl)-5-methyl-3-(4-(tert-butyl)phenyl)-pyrazole-4-ol